O1C2=C(OCC1)C=C(C=C2)NC(=O)N2CC1=CC(=CC=C1C(C2)(C)C)N2CCC(CC2)N2CCOCC2 N-(2,3-dihydrobenzo[b][1,4]dioxin-6-yl)-4,4-dimethyl-7-(4-morpholinopiperidin-1-yl)-3,4-dihydroisoquinoline-2(1H)-carboxamide